ClC1=CC(=C(C(=C1)C)C1=CC=C2C(=N1)N=C(O2)C2CCC(NC2)=O)O 5-(4-Chloro-2-hydroxy-6-methyl-phenyl-oxazolo[4,5-b]pyridin-2-yl)piperidin-2-one